C(C)(C)OC(CN(C)C(CCCCCCCCCCC)=O)=O N-lauroyl-sarcosine isopropyl ester